(R)-2-(2-(((5-carbamoyl-1H-imidazol-4-yl)amino)methyl)-5-chlorophenyl)azepane-1-carboxylic acid tert-butyl ester C(C)(C)(C)OC(=O)N1[C@H](CCCCC1)C1=C(C=CC(=C1)Cl)CNC=1N=CNC1C(N)=O